FC1=CC=C(C=C1)[C@@H]1N(OCC1)C1=CC(=NC=N1)NC=1C(=CC(=C(C1)NC(C=C)=O)N1CCN(CC1)C)OC N-(5-((6-((R)-3-(4-fluorophenyl)isoxazolidine-2-yl)pyrimidine-4-yl)amino)-4-methoxy-2-(4-methylpiperazine-1-yl)phenyl)acrylamide